ClC=1C=C2C(=CC1)NC(C21CCN(CC1)CCOC1=CC(=C(C=C1)S(=O)(=O)C)[C@H](CF)F)=O 5-chloro-1'-(2-{3-[(1R)-1,2-difluoroethyl]-4-methanesulfonylphenoxy}ethyl)-1,2-dihydrospiro[indole-3,4'-piperidin]-2-one